ethyl 3-amino-1-methyl-1H-pyrazole-4-carboxylate NC1=NN(C=C1C(=O)OCC)C